methyl (2S)-2-[tert-butoxycarbonyl(methyl)amino]-3-[(2S)-6-fluoro-3-oxo-4H-1,4-benzoxazin-2-yl]propanoate C(C)(C)(C)OC(=O)N([C@H](C(=O)OC)C[C@@H]1OC2=C(NC1=O)C=C(C=C2)F)C